4-amino-N-[2-[2-[2-[2-(2-hydroxyethoxy)ethoxy]ethoxy]ethoxy]ethyl]benzenesulfonamide NC1=CC=C(C=C1)S(=O)(=O)NCCOCCOCCOCCOCCO